Tert-butyl 2-(3,5-dibromo-4-(hydroxy(3-isopropyl-4-(methoxymethoxy)phenyl)methyl)phenoxy)acetate BrC=1C=C(OCC(=O)OC(C)(C)C)C=C(C1C(C1=CC(=C(C=C1)OCOC)C(C)C)O)Br